C(C)(C)(C)OC(=O)N[C@@H]1C2=CC=CC=C2CC12CCN(CC2)C=2C=CC(=NC2)[S-].[Na+] sodium (S)-5-(1-((tert-butoxycarbonyl)amino)-1,3-dihydrospiro[indene-2,4'-piperidin]-1'-yl)pyridine-2-thiolate